Cis-4-acetylmethyl-cyclohexane-1-carboxaldehyde C(C)(=O)C[C@H]1CC[C@H](CC1)C=O